ClC1=CC(=C(C=C1)C1=NC(=NC2=NC(=C(N=C12)C)C)[C@@H]1C[C@@H](OCC1)C1=CC(=NC=C1)C)F 4-(4-chloro-2-fluorophenyl)-6,7-dimethyl-2-((2R,4S)-2-(2-methyl-4-pyridinyl)tetrahydro-2H-pyran-4-yl)pteridine